COC(C1=C(C(=C(C(=C1I)NC(C)=O)I)NC(C)=O)I)=O 3,5-diacetamido-2,4,6-triiodobenzoic acid methyl ester